S(=S)(=O)(O)O.CN1CN(C(=C1CCCC)CCCC)CCCC 1-methyl-3,4,5-tributyl-imidazole Hydrogen thiosulfate